(S)-2-(methylamino)-N-((4'-(trifluoromethyl)-[1,1'-biphenyl]-4-yl)methyl)pentanamide hydrochloride Cl.CN[C@H](C(=O)NCC1=CC=C(C=C1)C1=CC=C(C=C1)C(F)(F)F)CCC